NC1=NC=C(C=C1C1=CC=C(C=C1)NC(=O)C=1C(C(=C2N(CC3N(C2=O)[C@@H](CO3)C)C1)C1=CC=C(C=C1)F)=O)C1=CC(=C(C=C1)OC)OC (3R)-N-(4-(2-amino-5-(3,4-dimethoxyphenyl)pyridin-3-yl)phenyl)-6-(4-fluorophenyl)-3-methyl-5,7-dioxo-2,3,5,7,11,11a-hexahydrooxazolo[3,2-a]pyrido[1,2-d]pyrazine-8-carboxamide